2-(2,5-diazabicyclo[2.2.1]heptan-2-yl)-N-(5-cyclopropyl-1H-pyrazol-3-yl)quinazolin-4-amine C12N(CC(NC1)C2)C2=NC1=CC=CC=C1C(=N2)NC2=NNC(=C2)C2CC2